N-((R)-1-(2-((S)-(((R)-tert-Butylsulfinyl)amino)(4,4-difluorocyclohexyl)methyl)-1H-benzo[d]imidazol-5-yl)ethyl)-4,4,4-trifluorobutanamide C(C)(C)(C)[S@@](=O)N[C@H](C1=NC2=C(N1)C=CC(=C2)[C@@H](C)NC(CCC(F)(F)F)=O)C2CCC(CC2)(F)F